FC1(CC(C1)NC(=O)C1(CCC2=CC=CC=C12)N(C(=O)[C@H]1N(C(CC1)=O)C1=NC=CC(=N1)C#N)C1=CC(=CC=C1)F)F (2S)-N-(1-((3,3-difluorocyclobutyl)carbamoyl)-2,3-dihydro-1H-inden-1-yl)-1-(4-cyanopyrimidin-2-yl)-N-(3-fluorophenyl)-5-oxopyrrolidine-2-carboxamide